N1C=C(C2=NC=CC=C21)NC(C(=O)NC(C)C2=CC=C(C=C2)C(F)(F)F)=O N1-(1H-pyrrolo[3,2-b]pyridin-3-yl)-N2-(1-(4-(trifluoromethyl)phenyl)ethyl)oxalamide